(2-methoxypyridin-4-yl)-2,3-dihydro-1H-inden-4-amine COC1=NC=CC(=C1)C1CCC=2C(=CC=CC12)N